11,12-Didehydrodibenzo[b,f]azocin C1=CC=CC=2N=CC3=C(C#CC21)C=CC=C3